O=C1NC(CCC[C@@H]1N1C(C2=C(C1)C(=CS2)CNC(OC(C)(C)C)=O)=O)=O (S)-tert-butyl ((5-(2,7-dioxoazepan-3-yl)-6-oxo-5,6-dihydro-4H-thieno[2,3-c]pyrrol-3-yl)methyl)carbamate